BrC1=CC2=CN(N=C2C=C1OC)C 5-bromo-6-methoxy-2-methyl-indazole